5-(2-isobutoxyphenyl)thio-3-(1-isobutyl-1,2,3,6-tetrahydropyridin-4-yl)-1H-indole C(C(C)C)OC1=C(C=CC=C1)SC=1C=C2C(=CNC2=CC1)C=1CCN(CC1)CC(C)C